ClC=1N(N=C2C(N(N=CC21)[C@@H]2[C@H](OC2)C)=O)CC2=C(C=CC=C2)F 3-chloro-2-(2-fluorobenzyl)-6-((2R,3S)-2-methyloxetan-3-yl)-2,6-dihydro-7H-pyrazolo[3,4-d]pyridazin-7-one